CO[Si](CCCNC(=O)N)(OC)OC N-(3-Trimethoxysilylpropyl)urea